COC1=C(CC2=NC(=CC(=N2)N)N)C=CC(=C1)OC (2,4-dimethoxybenzyl)pyrimidine-4,6-diamine